C(C)(C)(C)OC(NCCCCN1C2=NC(=NC(=C2N=C1)N)Cl)=O 4-(6-amino-2-chloro-9H-purin-9-yl)butylcarbamic acid tert-butyl ester